NC1=C(C(=O)NCC(F)(F)F)C=C(C=N1)C1=C(C=C(C=C1)NC([C@H](O)C1=CC(=CC(=C1)F)F)=O)Cl (R)-2-amino-5-(2-chloro-4-(2-(3,5-difluorophenyl)-2-hydroxyacetamido)phenyl)-N-(2,2,2-trifluoroethyl)nicotinamide